1-[(4-fluorophenyl)methyl]-1-(1-methylpiperidin-4-yl)-3-{[4-(2-methylpropoxy)phenyl]methyl}urea FC1=CC=C(C=C1)CN(C(=O)NCC1=CC=C(C=C1)OCC(C)C)C1CCN(CC1)C